N-(3-(1,1-difluoroethyl)phenyl)-3-methyl-5-oxo-1-(4-(trifluoromethoxy)phenyl)-4,5-dihydro-1H-pyrazole-4-carboxamide FC(C)(F)C=1C=C(C=CC1)NC(=O)C1C(=NN(C1=O)C1=CC=C(C=C1)OC(F)(F)F)C